7-[dimethyl-(octadecyl)silyl]heptanoic acid C[Si](CCCCCCC(=O)O)(CCCCCCCCCCCCCCCCCC)C